C[C@H]1N(CCOC1)C1=NC2=C(N=CC=C2C(=C1)C=1C(=NC=CC1)C)C1=CC=NN1 2-[(3R)-3-methylmorpholin-4-yl]-4-(2-methylpyridin-3-yl)-8-(1H-pyrazol-5-yl)-1,7-naphthyridine